BrCC=1C=C(C(=O)OC)C=CC1[N+](=O)[O-] methyl 3-(bromomethyl)-4-nitrobenzoate